(S)-N-(2-bromo-6-chlorophenyl)-4-methoxy-2-((3-methyl-4-(1-methylpyrrolidin-3-yl)phenyl)amino)pyrimidine-5-carboxamide BrC1=C(C(=CC=C1)Cl)NC(=O)C=1C(=NC(=NC1)NC1=CC(=C(C=C1)[C@H]1CN(CC1)C)C)OC